5-(7-methoxy-1,2,2,8-tetramethyl-1,2-dihydroquinazolin-4-yl)-3-methylpicolinonitrile COC1=CC=C2C(=NC(N(C2=C1C)C)(C)C)C=1C=C(C(=NC1)C#N)C